C(#N)C=1C(=NC(=C(C1CC)C#N)N1CCOCC1)S[C@@H](C(=O)N)C1=CC=CC=C1 (R)-2-[(3,5-dicyano-4-ethyl-6-morpholino-2-pyridinyl)sulfanyl]-2-phenyl-acetamide